8-(1-bromo-2,2,2-trifluoro-ethyl)-2-(4,4-dimethyl-1-piperidyl)-6-methyl-chromen-4-one BrC(C(F)(F)F)C=1C=C(C=C2C(C=C(OC12)N1CCC(CC1)(C)C)=O)C